ClC=1C=C(N2N=CC(=CC21)C#N)C(F)(F)F 5-chloro-7-trifluoromethylpyrrolo[1,2-b]pyridazine-3-carbonitrile